C1(C=CCC1)=O cyclopent-2-enone